(±)-tert-butyl (1S,2R,3R,5R)-2-fluoro-3-((6-(2-hydroxy-4-(1H-pyrazol-4-yl)phenyl)-1,2,4-triazin-3-yl)(methyl)amino)-8-azabicyclo[3.2.1]octane-8-carboxylate F[C@H]1[C@@H]2CC[C@H](C[C@H]1N(C)C=1N=NC(=CN1)C1=C(C=C(C=C1)C=1C=NNC1)O)N2C(=O)OC(C)(C)C |r|